ClC1=CC=C(C=C1)CC(=O)NC[C@H]([C@@H](O)[C@H]1[C@@H]([C@H](C[C@@](O1)(C(=O)O)OCCCCCCOCC#C)O)NC(=S)NC)O (2R,4S,5R,6R)-6-((1R,2R)-3-(2-(4-chlorophenyl)acetamido)-1,2-dihydroxypropyl)-4-hydroxy-5-(3-methylthioureido)-2-((6-(prop-2-yn-1-yloxy)hexyl)oxy)tetrahydro-2H-pyran-2-carboxylic acid